2-(6-chloropyridin-3-yl)-5-(5-methoxypyridin-3-yl)-2H,4H,5H,6H-pyrrolo[3,4-c]pyrazol-6-one ClC1=CC=C(C=N1)N1N=C2C(=C1)CN(C2=O)C=2C=NC=C(C2)OC